COC1=NC=C(C2=C1N=C(S2)N)N2CCOCC2 4-methoxy-7-(morpholin-4-yl)-[1,3]thiazolo[4,5-c]pyridin-2-amine